Racemic-(4aS,8aS)-7-(4-benzhydrylpiperidine-1-carbonyl)octahydro-1,7-naphthyridin-2(1H)-one C(C1=CC=CC=C1)(C1=CC=CC=C1)C1CCN(CC1)C(=O)N1CC[C@@H]2CCC(N[C@@H]2C1)=O |r|